n-butyl isocaproate C(CCC(C)C)(=O)OCCCC